FC(C(=O)N1C[C@H](CC1)O)(F)C=1C=C(C(=O)NC2=CC(=C(C=C2)F)F)C=CC1F (S)-3-(1,1-difluoro-2-(3-hydroxypyrrolidin-1-yl)-2-oxoethyl)-N-(3,4-difluorophenyl)-4-fluorobenzamide